CN(C(OC1=CC2=C(CN(C(O2)=O)CC2=CC(=CC=C2)N)C=C1)=O)C 3-(3-aminobenzyl)-2-oxo-3,4-dihydro-2H-benzo[e][1,3]oxazin-7-yl dimethylcarbamate